5-(5-(4-chlorophenyl)-6,7-dihydro-5H-pyrrolo[2,1-c][1,2,4]triazol-3-yl)-3-methyl-1H-indazole ClC1=CC=C(C=C1)C1CCC2=NN=C(N21)C=2C=C1C(=NNC1=CC2)C